C(C)C1=NN(C(=C1NC(=O)C=1C=CN2C3=C(CCC12)C=NC(=N3)NC3=C(C=C(C=C3)N3CCN(CC3)C(COC)=O)OC)CC)CCOCCOCCOC N-[3,5-diethyl-1-[2-[2-(2-methoxyethoxy)ethoxy]ethyl]pyrazol-4-yl]-2-[2-methoxy-4-[4-(2-methoxyacetyl)piperazin-1-yl]anilino]-5,6-dihydropyrimido[4,5-e]indolizine-7-carboxamide